N-(4-((6,7-dimethoxyquinolin-4-yl)oxy)-2-fluorophenyl)-1-(4-fluorophenyl)-1H-pyrazole-3-carboxamide COC=1C=C2C(=CC=NC2=CC1OC)OC1=CC(=C(C=C1)NC(=O)C1=NN(C=C1)C1=CC=C(C=C1)F)F